C(C)OC(=C)C1=C2C=CNC2=CC(=C1OC=1C=C(C(N)=N)C=CC1)F 3-((4-(1-ethoxyvinyl)-6-fluoro-1H-indol-5-yl)oxy)benzimidamide